(R)-O-(2-((tert-butyldimethylsilyl)oxy)propyl)hydroxylamine [Si](C)(C)(C(C)(C)C)O[C@@H](CON)C